C(C)(C)N1N=C(C=2C1=NC(=NC2)NC=2C(=CC=1N(C2)N=CN1)C)C 1-isopropyl-3-methyl-N-(7-methyl-[1,2,4]triazolo[1,5-a]pyridin-6-yl)-1H-pyrazolo[3,4-d]pyrimidin-6-amine